C[Si](CCCS[Si](C)(C)C)(OCCC)OCCC (trimethylsilyl) [3-(methyldipropoxysilyl)propyl] sulfide